(2Z)-3-CYCLOPROPYL-2-PROPENOIC ACID C1(CC1)\C=C/C(=O)O